2-acetyl-4-pentanone C(C)(=O)C(C)CC(C)=O